[Si](C)(C)(C(C)(C)C)O[C@H]1[C@@H]([C@H](N(C1)C(=O)OCC1=CC=CC=C1)C(=O)OC)C 1-benzyl 2-methyl (2S,3R,4S)-4-[tert-butyl(dimethyl)silyl]oxy-3-methyl-pyrrolidine-1,2-dicarboxylate